NC1=NN=C(O1)C1=NN(C(=N1)N[N+](=O)[O-])C([N+](=O)[O-])([N+](=O)[O-])[N+](=O)[O-] N-(3-(5-amino-1,3,4-oxadiazole-2-yl)-1-trinitromethyl-1H-1,2,4-triazole-5-yl)nitramide